CSC=1N=CC=2C(N(C=3C=CC=CC3C2N1)CCC(=O)OC(C)(C)C)=O tert-butyl 3-(2-methylthio-5-oxopyrimido[5,4-c]quinolin-6(5H)-yl)propanoate